2-phenoxyacetic acid (2-phenoxyacetyl) ester O(C1=CC=CC=C1)CC(=O)OC(COC1=CC=CC=C1)=O